[Si](C)(C)(C(C)(C)C)OC1(N(CCCC1)C(=O)[O-])N1C(NC2=C1C=CC=C2)=O ((tert-butyldimethylsilyl)oxy)-2-oxo-2,3-dihydro-1H-benzo[d]imidazol-1-ylpiperidine-1-carboxylate